O[C@@H](COC1=CC=C(C(=O)N2CC(CC2)C2=CC=C(C#N)C=C2)C=C1)CN1N=CN=N1 4-(1-(4-((R)-2-Hydroxy-3-(2H-tetrazol-2-yl)propoxy)benzoyl)pyrrolidin-3-yl)benzonitril